2,4-Di-trifluoromethyl-chlorobenzene FC(C1=C(C=CC(=C1)C(F)(F)F)Cl)(F)F